BrC1=NN(C(=C1)C(=O)NC1=C(C=C(C=C1C(=O)NC)Cl)C)C1=NC=CC=C1Cl 3-bromo-N-{4-chloro-2-methyl-6-[(methylamino)carbonyl]Phenyl}-1-(3-chloro-2-pyridyl)-1H-pyrazole-5-amide